(2-tert-butylphenyl)methanol C(C)(C)(C)C1=C(C=CC=C1)CO